C1(CC1)C1=CC(=NC(=N1)C1=CNC2=NC=C(C=C21)F)NC2C(C1CCC2CC1)C(=O)O (+/-)-trans-3-((6-cyclopropyl-2-(5-fluoro-1H-pyrrolo[2,3-b]pyridin-3-yl)pyrimidin-4-yl)amino)bicyclo[2.2.2]octane-2-carboxylic acid